ethyl (2R)-2-acetamido-3-tritylsulfanyl-propionate C(C)(=O)N[C@H](C(=O)OCC)CSC(C1=CC=CC=C1)(C1=CC=CC=C1)C1=CC=CC=C1